C(C)(C)(C)OC(=O)NN1OC2=C(C1C1CC1)C=CC(=C2Cl)C(=O)[O-] 2-(tert-butoxycarbonyl)amino-7-chloro-3-cyclopropylbenzisoxazole-6-carboxylate